BrC1(C=CC(O1)(C)C)C1=CC=C(C=C1)S(=O)(=O)C 5-bromo-2,2-dimethyl-5-(4-methylsulfonyl-phenyl)furan